BrC1=CC(=CC2=C1N=CO2)[N+](=O)[O-] 4-bromo-6-nitrobenzo[d]oxazole